2-{[(1R,2S)-2-aminocyclohexyl]amino}-N-(3-carbamoyl-1-methyl-1H-pyrazol-4-yl)pyrrolo[2,1-f][1,2,4]triazine-7-carboxamide trifluoroacetate FC(C(=O)O)(F)F.N[C@@H]1[C@@H](CCCC1)NC1=NN2C(C=N1)=CC=C2C(=O)NC=2C(=NN(C2)C)C(N)=O